4-(4-hydroxy-2-methylphenyl)-7-propoxy-2H-chromen-2-one OC1=CC(=C(C=C1)C1=CC(OC2=CC(=CC=C12)OCCC)=O)C